(1R,3S)-1-{[2'-(benzyloxy)-3'-fluoro-6-methyl-[1,1'-biphenyl]-3-yl]methyl}-3-methanesulfonamidocyclopentane-1-carboxamide C(C1=CC=CC=C1)OC1=C(C=CC=C1F)C1=CC(=CC=C1C)C[C@]1(C[C@H](CC1)NS(=O)(=O)C)C(=O)N